C(C)OC1=CC(=CC(=N1)NC(=O)[C@H]1[C@H]2C[C@@H]([C@@H]([C@@H]1C=1C(=NN(C1)C)C(F)(F)F)O2)O)C(F)(F)F |r| rac-(1r,2r,3s,4r,5s)-N-(6-ethoxy-4-(trifluoromethyl)pyridin-2-yl)-5-hydroxy-3-(1-methyl-3-(trifluoromethyl)-1H-pyrazol-4-yl)-7-oxabicyclo[2.2.1]heptane-2-carboxamide